FC(C1N(CCC2=CC=CC=C12)C1=CC=C(C=C1)C(F)(F)F)F 1-(difluoromethyl)-2-(4-(trifluoromethyl)phenyl)-1,2,3,4-tetrahydroisoquinoline